4-chloro-2-(3-((1r,3r)-3-fluoro-1-(4-methyl-4H-1,2,4-triazol-3-yl)cyclobutyl)phenyl)-6-(((1-methylcyclobutyl)amino)methyl)-isoindolin-1-one ClC1=C2CN(C(C2=CC(=C1)CNC1(CCC1)C)=O)C1=CC(=CC=C1)C1(CC(C1)F)C1=NN=CN1C